FC1=C(OC2=NC(=C3N=CNC3=N2)NC(C2CCOCC2)C)C=CC(=C1F)OC 2-(2,3-difluoro-4-methoxyphenoxy)-N-(methyl-((tetrahydro-2H-pyran-4-yl)methyl))-9H-purin-6-amine